α-D-glucopyranosyl-(1->6)-α-D-glucopyranosyl-(1->4)-D-glucose [C@H]1([C@H](O)[C@@H](O)[C@H](O)[C@H](O1)CO)OC[C@@H]1[C@H]([C@@H]([C@H]([C@H](O1)O[C@@H]([C@@H]([C@H](C=O)O)O)[C@H](O)CO)O)O)O